COC=1C(=C(C=O)C(=CC1)OC)[N+](=O)[O-] 3,6-dimethoxy-2-nitrobenzaldehyde